FC1=C(C=CC=C1)C1=CN(C=2N=CN=C(C21)N2[C@H](CN[C@@H](C2)C([2H])([2H])[2H])C)C=2C=C(C#N)C=CN2 2-(5-(2-fluorophenyl)-4-((2S,5R)-2-methyl-5-(methyl-d3)piperazin-1-yl)-7H-pyrrolo[2,3-d]pyrimidin-7-yl)isonicotinonitrile